COC1=CC=C(CN(S(=O)(=O)C2=C(C=CC(=C2C=2N=NN(N2)CC2=CC=C(C=C2)OC)I)SCCCNC(OC(C)(C)C)=O)CC2=CC=C(C=C2)OC)C=C1 tert-butyl (3-((2-(N,N-bis(4-methoxybenzyl)sulfamoyl)-4-iodo-3-(2-(4-methoxybenzyl)-2H-tetrazol-5-yl)phenyl)thio)propyl)carbamate